(3-Methyloxetan-3-yl)methyl (5-methoxy-1H-benzo[d]imidazol-2-yl)carbamate COC1=CC2=C(NC(=N2)NC(OCC2(COC2)C)=O)C=C1